(R)-2-methyl-propane-2-sulfinic acid [4-methyl-5-(1-methyl-2-oxo-1,2,3,4-tetrahydro-quinolin-6-yl)-pyridin-3-ylmethyl]-amide CC1=C(C=NC=C1C=1C=C2CCC(N(C2=CC1)C)=O)CN[S@](=O)C(C)(C)C